Dimethylsilylenebis(cyclopenta[b]thienyl)hafnium dichloride [Cl-].[Cl-].C[Si](=[Hf+2](C1C=C2C(S1)=CC=C2)C2C=C1C(S2)=CC=C1)C